1-ethyl-3-[dimethylaminopropyl]carbodiimide C(C)N=C=NCCCN(C)C